CN1C(=NC2=C1C=CC=C2)CNC(=O)C2(CC1=CC=CC=C1C2)CC(=O)O 2-(2-(((1-methyl-1H-benzo[d]imidazol-2-yl)methyl)carbamoyl)-2,3-dihydro-1H-inden-2-yl)acetic acid